5,7-dichloro-2-[(4-chlorophenyl)methyl]-1-oxo-3,4-dihydroisoquinoline-6-carboxylic acid ClC1=C2CCN(C(C2=CC(=C1C(=O)O)Cl)=O)CC1=CC=C(C=C1)Cl